4-Hydroxybenzoic Acid, Potassium Salt [K+].OC1=CC=C(C(=O)[O-])C=C1